(2R)-2-[[(2R)-2-(tert-butoxycarbonylamino)-3-phenyl-propionyl] amino]-4-fluoro-4-methyl-pentanoate C(C)(C)(C)OC(=O)N[C@@H](C(=O)N[C@@H](C(=O)[O-])CC(C)(C)F)CC1=CC=CC=C1